ClC1=C(C=NNC1=O)N1C[C@@H](CC1)OC1=NC=CC(=C1)C1=C(C=C(C=C1C)S(=O)(=O)NCCC)F (R)-4-(2-((1-(5-chloro-6-oxo-1,6-dihydropyridazin-4-yl)pyrrolidin-3-yl)oxy)pyridin-4-yl)-3-fluoro-5-methyl-N-propylbenzenesulfonamide